(1R,2R)-2-fluoro-N-(4-(4-methyl-6-propionylpyridin-3-yl)oxazolo[4,5-f]isoquinolin-8-yl)cyclopropane-1-carboxamide F[C@H]1[C@H](C1)C(=O)NC=1N=CC2=CC(=C3C(=C2C1)N=CO3)C=3C=NC(=CC3C)C(CC)=O